3-ethyl-8-fluoro-7-((4-(8-(methylamino)-1,7-naphthyridin-3-yl)piperazin-1-yl)methyl)-1,5-naphthyridin-2(1H)-one C(C)C=1C(NC2=C(C(=CN=C2C1)CN1CCN(CC1)C=1C=NC2=C(N=CC=C2C1)NC)F)=O